5-bromo-2,3-difluoro-4-iodo-N,N-bis(4-methoxybenzyl)aniline BrC=1C(=C(C(=C(N(CC2=CC=C(C=C2)OC)CC2=CC=C(C=C2)OC)C1)F)F)I